N-(4-((3S,5S)-3-amino-5-methylpiperidin-1-yl)-5-(1-(difluoromethyl)-1H-pyrazol-4-yl)pyridin-2-yl)-2-(2-fluoro-6-methoxyphenyl)pyrimidin-4-amine N[C@@H]1CN(C[C@H](C1)C)C1=CC(=NC=C1C=1C=NN(C1)C(F)F)NC1=NC(=NC=C1)C1=C(C=CC=C1OC)F